(R)-5-(hydroxymethyl)dihydrofuran-2(3H)-one OC[C@H]1CCC(O1)=O